1-(2,2-diphenylethyl)adamantane C1(=CC=CC=C1)C(CC12CC3CC(CC(C1)C3)C2)C2=CC=CC=C2